acrylic acid, Isopentyl ester C(C=C)(=O)OCCC(C)C